N-[(E)-[5-[(5-chloro-3-fluoro-2-pyridyl)oxy]-4-methyl-3-pyridyl]methyleneamino]-4-methyl-benzenesulfonamide ClC=1C=C(C(=NC1)OC=1C(=C(C=NC1)\C=N\NS(=O)(=O)C1=CC=C(C=C1)C)C)F